ClC1=C(C(=CC=C1)Cl)CN 1-(2,6-dichlorophenyl)methanamine